CC1=NC(=CC=C1)C#CC1=CC=C(C=C1)C1=NN(C=C1C=1C=NC=CC1)C 2-methyl-6-[2-[4-[1-methyl-4-(3-pyridyl)pyrazol-3-yl]phenyl]ethynyl]pyridine